5-methoxy-3-((6'-methyl-1-(2,2,2-trifluoroethyl)-6',7'-dihydrospiro[piperidine-4,5'-pyrrolo[3,4-b]pyridin]-2'-yl)amino)-6-(1-methyl-1H-benzo[d]imidazol-4-yl)picolinonitrile COC=1C=C(C(=NC1C1=CC=CC=2N(C=NC21)C)C#N)NC2=CC=C1C(=N2)CN(C12CCN(CC2)CC(F)(F)F)C